(2R,3S)-3-((5-fluoro-2-(2-methoxy-7-methylquinoxalin-5-yl)benzo[d]thiazol-6-yl)oxy)butan-2-yl (6-(((R)-2-hydroxypropyl)carbamoyl)pyridin-3-yl)carbamate O[C@@H](CNC(=O)C1=CC=C(C=N1)NC(O[C@H](C)[C@H](C)OC1=CC2=C(N=C(S2)C2=C3N=CC(=NC3=CC(=C2)C)OC)C=C1F)=O)C